BrCCCCCCCCN1C(C2=CC=CC=C2C1=O)=O 2-(8-bromooctyl)isoindoline-1,3-dione